FC=1C=CC(=NC1)SC=1C=2N(C=C(C1)C=1C=NN(C1C)C1C[C@H]3CC[C@@H](C1)N3C(CO)=O)N=CC2 4-((5-fluoropyridin-2-yl)thio)-6-(1-((1R,3s,5S)-8-(2-hydroxyacetyl)-8-azabicyclo[3.2.1]octan-3-yl)-5-methyl-1H-pyrazol-4-yl)pyrazolo[1,5-a]pyridine